The molecule is a vetispirane sesquiterpenoid that is lubimin substituted by a hydroxy group at position 3. It has a role as a plant metabolite. It is a vetispirane sesquiterpenoid, an aldehyde and a diol. It derives from a lubimin. C[C@@H]1[C@H]([C@@H](C[C@@H]([C@]12CC[C@H](C2)C(=C)C)C=O)O)O